1-Methyleneindane C=C1CCC2=CC=CC=C12